C1(CC1)CNCC=1C=C(C(N(C1)CC(F)F)=O)C(=O)NC1=C(C=CC(=C1)C1(CC(C1)(C)C)C1=NN=CN1C)F 5-(((Cyclopropylmethyl)amino)methyl)-1-(2,2-difluoroethyl)-N-(5-(3,3-dimethyl-1-(4-methyl-4H-1,2,4-triazol-3-yl)cyclobutyl)-2-fluorophenyl)-2-oxo-1,2-dihydropyridine-3-carboxamide